(R/S)-4-[3,3-dimethyl-1-oxaspiro[4.5]dec-7-en-8-yl]-1-(oxacyclohex-2-yl)-1H-pyrazole-3-carbaldehyde CC1(COC2(C1)CC=C(CC2)C=2C(=NN(C2)[C@@H]2OCCCC2)C=O)C |r|